2-(Benzofuran-2-yl)-N-(4-((7-methyl-7H-pyrrolo[2,3-D]pyrimidin-4-yl)oxy)phenyl)acetamide O1C(=CC2=C1C=CC=C2)CC(=O)NC2=CC=C(C=C2)OC=2C1=C(N=CN2)N(C=C1)C